1-[(3R)-tetrahydrofuran-3-yl]Piperidine-4-carboxylic acid ethyl ester C(C)OC(=O)C1CCN(CC1)[C@H]1COCC1